4-((2S)-1-((5-methoxy-7-methyl-1H-indole-4-yl)methyl)-4-(methoxymethyl)piperidin-2-yl)benzoic acid COC=1C(=C2C=CNC2=C(C1)C)CN1[C@@H](CC(CC1)COC)C1=CC=C(C(=O)O)C=C1